FC=1C=C2N=CC(=NC2=CC1)N[C@@H](C)C=1C=C(C=CC1)NC(C1=CN=CC(=C1)C)=O (S)-N-(3-(1-((6-fluoroquinoxalin-2-yl)amino)ethyl)phenyl)-5-methylnicotinamide